1,9-dibromodibenzo[b,d]furan BrC1=CC=CC=2OC3=C(C21)C(=CC=C3)Br